CC=1C=C(C=C(C1)CSC1=CC=C(C#N)C=C1)CSC1=CC=C(C#N)C=C1 4,4'-(((5-methyl-1,3-phenylene)bis(methylene))bis(sulfanediyl))dibenzonitrile